F\C(=C/CN)\CN1C=NC2=C1C=C(C=C2C2=CC(=CC=C2)S(=O)(=O)N2CCCC2)F (Z)-3-fluoro-4-(6-fluoro-4-(3-(pyrrolidin-1-ylsulfonyl)phenyl)-1H-benzo[d]imidazol-1-yl)but-2-en-1-amine